N[C@H](CC1=C(C2=NC(=CC(=C2S1)NCC=1SC=CC1)Cl)OC(F)F)C 2-[(2S)-2-aminopropyl]-5-chloro-3-(difluoromethoxy)-N-[(thiophen-2-yl)methyl]thieno[3,2-b]pyridin-7-amine